ClC1=CC(=C2C(=N1)C(=NN2C2OCCCC2)C2CCC2)I E-5-chloro-3-cyclobutyl-7-iodo-1-(tetrahydro-2H-pyran-2-yl)-1H-pyrazolo[4,3-b]pyridine